(S)-1-(4-amino-3-((2,6-difluoro-3,5-dimethoxyphenyl)ethynyl)-1-(pyrrolidin-3-yl)-1H-pyrazolo[4,3-c]pyridin-7-yl)ethan-1-one NC1=NC=C(C2=C1C(=NN2[C@@H]2CNCC2)C#CC2=C(C(=CC(=C2F)OC)OC)F)C(C)=O